CC1=C(C2=C(N=N1)SC1=C2N=CN=C1N1C[C@@H](CC1)OC1=CC(=NC=C1)C)C 3,4-dimethyl-8-[(3R)-3-[(2-methyl-4-pyridyl)oxy]pyrrolidin-1-yl]pyrimido[4',5':4,5]thieno[2,3-c]pyridazine